(3-Phenylpropanoyl)guanidin C1(=CC=CC=C1)CCC(=O)NC(=N)N